(E)-2-Isopropyl-5-methylhexa-3,5-dienyl acetate C(C)(=O)OCC(\C=C\C(=C)C)C(C)C